ClC=1C=C2C=C(N=C(C2=CN1)N1CC2CCC(C1)N2C(=O)OC(C)(C)C)OCC21CCCN1CCC2 tert-butyl 3-(6-chloro-3-((tetrahydro-1H-pyrrolizin-7a(5H)-yl) methoxy)-2,7-naphthyridin-1-yl)-3,8-diazabicyclo[3.2.1]octane-8-carboxylate